N1C=CC=2C1=NC=CC2CN[C@@H](C)CCCl (S)-N-((1H-pyrrolo[2,3-b]pyridin-4-yl)methyl)-4-chlorobutan-2-amine